2-((4-(2,7-Diazaspiro[3.5]non-2-yl)pyrimidin-5-yl)oxy)-N-cyclopropyl-5-fluoro-N-isopropylbenzamide hydrochloride Cl.C1N(CC12CCNCC2)C2=NC=NC=C2OC2=C(C(=O)N(C(C)C)C1CC1)C=C(C=C2)F